CN(C1=CC(=C(C=N1)C=1C(=NN2C1N=C(C=C2O)C)C)C)C 3-(6-(dimethylamino)-4-methylpyridin-3-yl)-2,5-dimethylpyrazolo[1,5-a]pyrimidin-7-ol